5-(bromomethyl)-1-Methyl-tetrazole BrCC1=NN=NN1C